CC=1C(=C(C=CC1)C1=CC=CC=C1)N(C=1C2(C3=CC4=CC=CC=C4C3=CC1)C=CC=C1C3=CC=CC=C3C=C12)C1=C(C=CC=C1)C1=CC=CC=2OC3=C(C21)C=CC=C3 (methylbiphenylyl)(dibenzofuranylphenyl)(spirobifluorenyl)amine